5-(Azetidin-3-ylmethyl)-N-(4-((4-cyclobutylpiperidin-1-yl)sulfonyl)phenyl)-2-(N-methylmethylsulfonamido)benzamide hydrochloride Cl.N1CC(C1)CC=1C=CC(=C(C(=O)NC2=CC=C(C=C2)S(=O)(=O)N2CCC(CC2)C2CCC2)C1)N(S(=O)(=O)C)C